4-(((3s,4r)-1-((5-chlorothien-2-yl)sulfonyl)-4-hydroxy-4-(hydroxymethyl)pyrrolidin-3-yl)oxy)-2-fluorobenzonitrile ClC1=CC=C(S1)S(=O)(=O)N1C[C@@H]([C@@](C1)(CO)O)OC1=CC(=C(C#N)C=C1)F